ClC=1C=C(C(=O)OCC)C=C(N1)Cl ethyl 2,6-dichloroisonicotinate